3-isopropyl-4-oxo-3,4-dihydrophthalazin C(C)(C)N1N=CC2=CC=CC=C2C1=O